7-methoxy-4-(4-piperidyloxy)quinoline hydrochloride Cl.COC1=CC=C2C(=CC=NC2=C1)OC1CCNCC1